(5-chloropyrazin-2-yl)methanol ClC=1N=CC(=NC1)CO